FC(C(=O)O)(F)F.COC1=CC=CC(=N1)NC(=O)C1=CC2=CN(N=C2C(=C1)C)CC1COCC1 N-(6-methoxypyridin-2-yl)-7-methyl-2-((tetrahydrofuran-3-yl)methyl)-2H-indazole-5-carboxamide trifluoroacetate